tert-butyl (1r,3s,5s)-3-(7-chloro-8-fluoro-2-(methylthio) pyrido[4,3-d]pyrimidin-4-yl)-8-azabicyclo[3.2.1]octane-8-carboxylate ClC1=C(C=2N=C(N=C(C2C=N1)C1C[C@H]2CC[C@@H](C1)N2C(=O)OC(C)(C)C)SC)F